1,1'-(3,6,9-trioxaundecane-1,11-diyl)bis(3,4-dimethylpyridin-1-ium) dichloride [Cl-].[Cl-].C(COCCOCCOCC[N+]1=CC(=C(C=C1)C)C)[N+]1=CC(=C(C=C1)C)C